CC1([C@H]2CN[C@@H]([C@@H]12)C#N)C (1r,2s,5s)-6,6-dimethyl-3-azabicyclo[3.1.0]hexane-2-carbonitrile